OC1=C(C2=CC=CC=C2C=C1\C=N\N)C1=C(C=CC2=CC=CC=C12)O (E)-2-((2,2'-dihydroxy-[1,1'-binaphthyl]-3-yl)methylene)hydrazine